O=C1NC(CCC1N1C(C2=CC=C(C=C2C1=O)NCCCCCCCCNC(CN1CCN(CC1)C1=CC=C(C=C1)C1=NNC2=C1N=C(N=C2)C2=C(C=CC=C2OC)F)=O)=O)=O N-(8-((2-(2,6-Dioxopiperidin-3-yl)-1,3-dioxoisoindolin-5-yl)amino)octyl)-2-(4-(4-(5-(2-Fluoro-6-methoxyphenyl)-1H-pyrazolo[4,3-d]pyrimidin-3-yl)phenyl)piperazin-1-yl)acetamid